C1(=CC=C(C=C1)C(=O)C=1N=NN2C1C(=NC1=CC=CC=C21)C2=CC=C(C=C2)C)C p-tolyl(4-(p-tolyl)-[1,2,3]triazolo[1,5-a]quinoxalin-3-yl)methanone